C1(CC1)C=1N=NN(C1)[C@H](C(=O)N1[C@@H](C[C@H](C1)O)C(=O)N[C@@H](CC1=CC2=CC=C(C=C2C=C1)OC)C)C(C)(C)C (2S,4R)-1-[(2S)-2-(4-cyclopropyl-triazol-1-yl)-3,3-dimethyl-butyryl]-4-hydroxy-N-[(1R)-2-(6-methoxy-2-naphthyl)-1-methyl-ethyl]pyrrolidine-2-carboxamide